FC1=CC=C(CBr)C=C1 4-Fluorobenzyl bromide